4-Cyano-N-(6-(2-cyclopropyl-4-(5-methyl-1,2,4-oxadiazol-3-yl)phenyl)pyridin-3-yl)-3-(2-(dimethylamino)ethoxy)benzamid C(#N)C1=C(C=C(C(=O)NC=2C=NC(=CC2)C2=C(C=C(C=C2)C2=NOC(=N2)C)C2CC2)C=C1)OCCN(C)C